2-(2,6-dioxopiperidin-3-yl)-4-(2-hydroxyethyl)isoindoline-1,3-dione O=C1NC(CCC1N1C(C2=CC=CC(=C2C1=O)CCO)=O)=O